N,N-dimethyl-2,3-bis(9-octadecenyloxy)-1-propanaminium trifluoroacetate FC(C(=O)[O-])(F)F.C[NH+](CC(COCCCCCCCCC=CCCCCCCCC)OCCCCCCCCC=CCCCCCCCC)C